C1=CC2=C(C=CC(=C2)N)C=C1N 2,6-naphthylenediamine